Cl.[Cl-].NCCN(C(=O)OC[N+]1=C(N(C=C1)CC1CCC=2N(C3=CC=CC=C3C2C1=O)C)C)CCSC 3-[[[[(2-aminoethyl)[2-(methylthio)ethyl]amino]carbonyl]oxy]methyl]-2-methyl-1-[(2,3,4,9-tetrahydro-9-methyl-4-oxo-1H-carbazol-3-yl)methyl]-1H-imidazolium chloride hydrochloride